2-chloro-4-(3-ethynyl-5-fluoropyridin-2-yl)-5-fluoro-N-(6-((tetrahydrofuran-3-yl)amino)-5-(trifluoromethyl)pyridin-3-yl)benzamide ClC1=C(C(=O)NC=2C=NC(=C(C2)C(F)(F)F)NC2COCC2)C=C(C(=C1)C1=NC=C(C=C1C#C)F)F